FC1=C(OP(=O)(OC2=CC=CC=C2)N[C@H](C(=O)OCCCC)C)C(=C(C(=C1F)F)F)F (2S)-butyl 2-(((perfluorophenoxy)(phenoxy)phosphoryl)amino)propanoate